tert-butyl (S)-(2-(3,5-difluorophenyl)-1-(7-methyl-4-oxo-4H-pyrido[2,3-d][1,3]oxazin-2-yl)ethyl)carbamate FC=1C=C(C=C(C1)F)C[C@@H](C=1OC(C2=C(N1)N=C(C=C2)C)=O)NC(OC(C)(C)C)=O